NC1=NC=2C=CC(=CC2C2=C1C=NN2C)C(=O)N(N(C(=O)OC2=CC=CC=C2)C)CC2=NC=C(C=C2)C(F)(F)F phenyl 2-(4-amino-1-methyl-1H-pyrazolo[4,3-c]quinoline-8-carbonyl)-1-methyl-2-((5-(trifluoromethyl)pyridin-2-yl)methyl)hydrazine-1-carboxylate